tert-butyl 4-[2-(2,7-dimethylindazol-5-yl)-7-fluoro-indazol-5-yl]piperazine-1-carboxylate CN1N=C2C(=CC(=CC2=C1)N1N=C2C(=CC(=CC2=C1)N1CCN(CC1)C(=O)OC(C)(C)C)F)C